ClC=1N=NC(=CC1N1CC(CC1)C(F)(F)F)Cl 3,6-dichloro-4-(3-(trifluoromethyl)pyrrolidin-1-yl)pyridazine